CN(COC(=O)N1C2=CC=CC=C2C=2C=CC=CC12)COC(=O)N1C2=CC=CC=C2C=2C=CC=CC12 N-methyl-bis[(9-carbazolylcarbonyloxy)methyl]amine